2-Amino-9-((2R,3S,4S,5R)-4-fluoro-3-hydroxy-5-(hydroxymethyl)tetrahydrofuran-2-yl)-7-(thiophen-2-ylmethyl)-7,9-dihydro-8H-purin-8-on NC1=NC=C2N(C(N(C2=N1)[C@@H]1O[C@@H]([C@H]([C@H]1O)F)CO)=O)CC=1SC=CC1